N-(2,2-dimethylpiperidin-4-yl)-N-ethyl-6-{4-[1-(oxan-2-yl)pyrazol-4-yl]-1,3-benzothiazol-7-yl}pyridazin-3-amine CC1(NCCC(C1)N(C=1N=NC(=CC1)C1=CC=C(C=2N=CSC21)C=2C=NN(C2)C2OCCCC2)CC)C